FC1=C(C=CC=C1)NC=1C=NC=2CCN(CC2C1)C(=O)OC(C)(C)C tert-Butyl 3-((2-fluorophenyl)amino)-7,8-dihydro-1,6-naphthyridine-6(5H)-carboxylate